2-(7-cyano-3-fluoropyrazolo[1,5-a]pyridin-4-yl)-4-ethyl-1,2,3,4-tetrahydropyrazine C(#N)C1=CC=C(C=2N1N=CC2F)C2NC=CN(C2)CC